(S)-7-methoxy-4-(3-phenyl-1H-pyrazol-4-yl)-6-(tetrahydro-2H-pyran-2-yl)quinazoline ethyl-2-(4-isobutoxy-3-isopropyl-6-oxopyridazin-1(6H)-yl)acetate C(C)OC(CN1N=C(C(=CC1=O)OCC(C)C)C(C)C)=O.COC1=C(C=C2C(=NC=NC2=C1)C=1C(=NNC1)C1=CC=CC=C1)[C@H]1OCCCC1